6-(1-methyl-1H-pyrazol-4-yl)-3-piperazin-1-ylpyrazolo[1,5-a]pyridine CN1N=CC(=C1)C=1C=CC=2N(C1)N=CC2N2CCNCC2